(S)-4-amino-5-((5-bromo-2-pyridylcarbonylphenyl)amino)-5-oxopentanoic acid methyl ester COC(CC[C@@H](C(=O)NC1=C(C=CC=C1)C(=O)C1=NC=C(C=C1)Br)N)=O